CC1=C(C(=CC=C1)C)N[S@@](=O)C1=CC=C(C=C1)C1=CC=CC=C1 (S)-N-(2,6-Dimethylphenyl)-[1,1'-biphenyl]-4-sulfinamide